2-((6S,9R,11R)-6-((S)-sec-butyl)-9-isopropyl-2,3,3,8-tetramethyl-4,7-dioxo-12-oxa-2,5,8-triazatridecan-11-yl)thiazole-4-carboxylic acid [C@H](C)(CC)[C@H](NC(C(N(C)C)(C)C)=O)C(N([C@H](C[C@@H](OC)C=1SC=C(N1)C(=O)O)C(C)C)C)=O